1-(6-chloropyrazolo[1,5-a]pyrazin-3-yl)dihydropyrimidine-2,4(1H,3H)-dione ClC=1N=CC=2N(C1)N=CC2N2C(NC(CC2)=O)=O